2-[6-(4-Morpholinyl)-2-[2-(2-pyridinyl)ethoxy]-4-pyrimidinyl]hydrazine N1(CCOCC1)C1=CC(=NC(=N1)OCCC1=NC=CC=C1)NN